CC1=C2C(C(=CN(C2=NC(=C1)N1CC(C1)C(NC=1SC=CN1)=O)C=1SC=CN1)C(=O)O)=O 5-methyl-4-oxo-1-(1,3-thiazol-2-yl)-7-{3-[(1,3-thiazol-2-yl)carbamoyl]azetidin-1-yl}-1,4-dihydro-1,8-naphthyridine-3-carboxylic acid